C1(CCCC1)N1C2=NC(=NC=C2N=C1NC1=CC=CC=C1)NC1=CC=C(C=C1)N1CCC(CC1)N1CCN(CC1)CC=1C=C2C(N(C(C2=CC1)=O)N1C(NC(CC1)=O)=O)=O 5-((4-(1-(4-((9-cyclopentyl-8-(phenylamino)-9H-purin-2-yl)amino)phenyl)piperidin-4-yl)piperazin-1-yl)methyl)-2-(2,4-dioxotetrahydropyrimidin-1(2H)-yl)isoindoline-1,3-dione